2-oxo-1,2-dihydrobenzene O=C1CC=CC=C1